C1(CC1)CC(O)C1=NC=C(C=N1)C1=CC=C2C(=N1)N1C(=N2)CC[C@@H]1C1=CC=CC=C1 2-cyclopropyl-1-(5-((R)-8-phenyl-7,8-dihydro-6H-pyrrolo[2',1':2,3]imidazo[4,5-b]pyridin-2-yl)pyrimidin-2-yl)ethanol